FC1=NC=CC(=N1)N 2-fluoro-4-aminopyrimidine